4-acetylamino-2,2,6,6-Tetramethylpiperidine nitrogen [N].C(C)(=O)NC1CC(NC(C1)(C)C)(C)C